dimethylzinc (i) C[Zn-]C